2-{[(tert-butoxy)carbonyl](methyl)amino}-1,3-thiazole-4-carboxylic acid ethyl ester C(C)OC(=O)C=1N=C(SC1)N(C)C(=O)OC(C)(C)C